C(C)(C)(C)OC(N[C@H](C(=O)NCC1=CC=CC=C1)C)=O (S)-(1-(benzylamino)-1-oxopropan-2-yl)carbamic acid tert-butyl ester